2,5-dioxopyrrolidin-1-yl (E)-2-(1,3-dioxo-1,3,6,7,10,11-hexahydro-2H-cycloocta[b]pyrrolo[3,4-g]quinoxalin-2-yl)acetate O=C1N(C(C=2C1=CC=1N=C3C(=NC1C2)CC/C=C/CC3)=O)CC(=O)ON3C(CCC3=O)=O